C(C1=CC=CC=C1)N1CC2N(CCCC2C1)C=1C=C2C(=C(NC2=CC1)C1=CC(=C(C=C1)OC)OC)C(C)C 6-benzyl-1-(2-(3,4-dimethoxyphenyl)-3-isopropyl-1H-indol-5-yl)octahydro-1H-pyrrolo[3,4-b]pyridine